2-(2-{[4-(2-methylphenyl)-4H-1,2,4-triazol-3-yl]sulfanyl}acetamido)-4H,5H,6H-cyclopenta[b]thiophene-3-carboxamide CC1=C(C=CC=C1)N1C(=NN=C1)SCC(=O)NC1=C(C2=C(S1)CCC2)C(=O)N